7-(1-(adamantan-1-ylmethyl)-5-methyl-1H-pyrazol-4-yl)-3-(6-chloro-4-methylpyridazin-3-yl)imidazo[1,2-a]pyridine-8-carboxylic acid methyl ester COC(=O)C=1C=2N(C=CC1C=1C=NN(C1C)CC13CC4CC(CC(C1)C4)C3)C(=CN2)C=2N=NC(=CC2C)Cl